ClC1=CC=2N(C=C1C=1CCN(CC1)S(=O)(=O)C1=CN=C(S1)C)N=C(N2)[2H] 5-((4-(7-chloro-[1,2,4]triazolo[1,5-a]pyridin-6-yl-2-d)-3,6-dihydropyridin-1(2H)-yl)sulfonyl)-2-methylthiazole